2,2-bis(4-methacryloxydiethoxyphenyl)propane C(C(=C)C)(=O)OC1=C(C(=C(C=C1)C(C)(C)C1=C(C(=C(C=C1)OC(C(=C)C)=O)OCC)OCC)OCC)OCC